C(CCCCCC=CCCC)C1=C(C=CC=C1)[B-](C1=CC=CC=C1)(C1=CC=CC=C1)C1=CC=CC=C1 Undec-7-enyltetraphenylborate